ClC(C1=NC(=NO1)C1=CC=C(C=C1)C(COCC1=CC=C(C=C1)C)=O)(F)F 1-(4-(5-(chlorodifluoromethyl)-1,2,4-oxadiazol-3-yl)phenyl)-2-((4-methylbenzyl)oxy)ethan-1-one